Cl.CN1CCCC1 (S)-methylpyrrolidine hydrochloride